N-(2,8-dimethylimidazo[1,2-a]pyrazin-6-yl)-5-[3-[(3-methoxyazetidin-1-yl)methyl]azetidin-1-yl]pyrazine-2-carboxamide CC=1N=C2N(C=C(N=C2C)NC(=O)C2=NC=C(N=C2)N2CC(C2)CN2CC(C2)OC)C1